4-Amino-2-fluoro-benzenethiol NC1=CC(=C(C=C1)S)F